(R)-tert-Leucinol N[C@H](C(C)(C)C)CO